N1N=C(C=C1)C[C@@H]1C[C@@H](NC1)C1=C(C=CC(=C1Cl)Cl)O 2-((2R,4S)-4-((1H-pyrazol-3-yl)methyl)pyrrolidin-2-yl)-3,4-dichlorophenol